(2R)-4-[5-[1-(2,6-dioxo-3-piperidyl)-3-methyl-2-oxo-benzimidazol-5-yl]pentyl]piperazine-2-carboxylic acid O=C1NC(CCC1N1C(N(C2=C1C=CC(=C2)CCCCCN2C[C@@H](NCC2)C(=O)O)C)=O)=O